1-(5-((8-(5-chlorobenzofuran-2-yl)-2,3-dihydro-4H-pyrido[4,3-b][1,4]thiazine-4-yl)sulfonyl)indol-1-yl)ethane-1-one ClC=1C=CC2=C(C=C(O2)C2=CN=CC3=C2SCCN3S(=O)(=O)C=3C=C2C=CN(C2=CC3)C(C)=O)C1